(2,5,8,11-tetra-tert-butyl)perylene C(C)(C)(C)C1=CC=2C=3C=C(C=C4C=C(C=C(C5=CC(=CC(=C1)C52)C(C)(C)C)C43)C(C)(C)C)C(C)(C)C